C[S+](CC=C)C dimethyl-(prop-2-en-1-yl)sulfonium